FC=1C=C2CC3C(C2=CC1F)(C=1C=CC=CC1C3)N3N1C(C(N(C3)CCC3=CC=CC=C3)=O)=C(C(C=C1)=O)O 1-(2,3-difluoro-9a,10-dihydroindeno[1,2-a]inden-4b(9H)-yl)-5-hydroxy-3-phenethyl-2,3-dihydro-1H-pyrido[2,1-f][1,2,4]triazine-4,6-dione